ethyl-cyclohexane Hydrobromide Br.C(C)C1CCCCC1